(1'S)-6'-bromo-8-(difluoromethoxy)-3',5'-difluoro-6-(trifluoromethyl)-2'H,3H-spiro[imidazo[1,2-a]pyridine-2,1'-naphthalen] BrC=1C(=C2C=C(C[C@@]3(C2=CC1)N=C1N(C=C(C=C1OC(F)F)C(F)(F)F)C3)F)F